ClC=1C=CC(=C(C1)N1N=C(C=2C=NC(=CC21)C=2C=NN1C2N=CC=C1)C(=O)NC)OC(F)F 1-(5-chloro-2-(difluoromethoxy)phenyl)-N-methyl-6-(pyrazolo[1,5-a]pyrimidin-3-yl)-1H-pyrazolo[4,3-c]pyridine-3-carboxamide